BrC1=C(C(=C(C=C1)O)F)C1OCCO1 4-bromo-3-(1,3-dioxolan-2-yl)-2-fluoro-phenol